CC1(C2=CC=CC(=C2OC=2C(=CC=CC12)P(C1=CC=CC=C1)C1=CC=CC=C1)P(C1=CC=CC=C1)C1=CC=CC=C1)C (9,9-dimethyl-9H-xanthen-4,5-diyl)bis(diphenyl-phosphine)